3,4,5-tris(benzyloxy)benzyl alcohol C(C1=CC=CC=C1)OC=1C=C(CO)C=C(C1OCC1=CC=CC=C1)OCC1=CC=CC=C1